(triisopropyl)silicon C(C)(C)[Si](C(C)C)C(C)C